1-dodecyl-pyridinium chloride hydrate O.[Cl-].C(CCCCCCCCCCC)[N+]1=CC=CC=C1